COC(C1=CN=C(C=C1C1=C(C(=CC=C1)F)OC)C)=O.C(CC)[SiH2]OC propyl-monomethoxysilane methyl-4-(3-fluoro-2-methoxyphenyl)-6-methylnicotinate